C(C1=CC=CC=C1)OC(=O)C=1C=C(C=C(C1)OCCCCC(=O)OCC(CCCC)CC)OCCCCC(=O)OCC(CCCC)CC Bis(2-ethylhexyl) 5,5'-((5-((benzyloxy)carbonyl)-1,3-phenylene)bis(oxy))dipentanoate